(pyridin-3-yl)-1H-pyrazole N1=CC(=CC=C1)N1N=CC=C1